CN(C(=O)C1=CC2=C(C(NC3=C(S2)C=CC(=C3)C(=O)NCCC3=CC=CC=C3)=O)C=C1)C N3,N3-dimethyl-11-oxo-N8-phenethyl-10,11-dihydrodibenzo[b,f][1,4]thiazepine-3,8-dicarboxamide